ClC1=CC2=C(C=N1)C(=CN2C2=NC(=CC(=C2)OCC2COC2)[C@]2(COCC2)OC)C (R)-6-chloro-1-(6-(3-methoxytetrahydrofuran-3-yl)-4-(oxetan-3-ylmethoxy)pyridine-2-yl)-3-methyl-1H-pyrrolo[3,2-c]pyridine